CC1=NOC(=C1C=1C=C2C(=NC(=NC2=CC1)N1CCC2(CCC(N2C)=O)CC1)N1[C@H](COCC1)C1=CC=CC=C1)C (S)-8-(6-(3,5-dimethylisoxazol-4-yl)-4-(3-phenylmorpholino)quinazolin-2-yl)-1-methyl-1,8-diazaspiro[4.5]decan-2-one